9-[3-(trifluoromethyl)-1-bicyclo[1.1.1]pentanyl]pyrimido[1,2-b]pyridazin-4-one FC(C12CC(C1)(C2)C=2C=1N(N=CC2)C(C=CN1)=O)(F)F